BrC=1N(C(=CN1)Cl)C1=CC=C(C=C1)F 2-bromo-5-chloro-1-(4-fluorophenyl)imidazole